C(C1=CC=CC=C1)OC1=CC(=C(C(=C1)C)CB1OC(C(O1)(C)C)(C)C)C 2-[(4-benzyloxy-2,6-dimethyl-phenyl)methyl]-4,4,5,5-tetramethyl-1,3,2-dioxaborolane